N-methyl-propenylindole CN1C(=CC2=CC=CC=C12)C=CC